tert-butyl 4-(5-bromo-3,3-dimethyl-2-oxo-2,3-dihydro-1H-pyrrolo[2,3-b]pyridin-1-yl)piperidine-1-carboxylate BrC=1C=C2C(=NC1)N(C(C2(C)C)=O)C2CCN(CC2)C(=O)OC(C)(C)C